Cl.NCC1=NC=C(C=N1)C1=CC=C(C(=N1)OC)NC(=O)C1=C(N=NN1C)C1=NC=CC=C1 (6-(2-(aminomethyl)pyrimidin-5-yl)-2-methoxypyridin-3-yl)-1-methyl-4-(pyridin-2-yl)-1H-1,2,3-triazole-5-carboxamide hydrochloride